BrC1=CC=2N(C=C1)C=C(N2)C21CCC(CC2)(CC1)CNC(OC(C)(C)C)=O tert-butyl {[4-(7-bromoimidazo[1,2-a]pyridin-2-yl)bicyclo[2.2.2]octan-1-yl]methyl}carbamate